BrC=1C(=CC(=NC1)CNC(=O)C1NCCN(C1)C=1C=2C(N=CN1)=NN(C2)C2=CC=C(C=C2)C)C N-((5-bromo-4-methylpyridin-2-yl)methyl)-4-(2-(p-tolyl)-2H-pyrazolo[3,4-d]pyrimidin-4-yl)piperazine-2-carboxamide